(1S,3S)-3-(((5-(3'-amino-2-chloro-2'-methyl-[1,1'-biphenyl]-3-yl)-3-methoxypyrazin-2-yl)methyl)(methyl)amino)cyclopentane-1-carboxylic acid methyl ester COC(=O)[C@@H]1C[C@H](CC1)N(C)CC1=NC=C(N=C1OC)C=1C(=C(C=CC1)C1=C(C(=CC=C1)N)C)Cl